FC(OC1=CC=C(C=C1)N1C=CN=C2C(N=C(N=C12)N)=O)(F)F 8-(4-(trifluoromethoxy)phenyl)pterin